[I-].C[N+]1=C(SC2=C1C=CC(=C2)C)C=CC2=CC=C(C=C2)N2CCCCC2 3,6-dimethyl-2-(4-(piperidin-1-yl)styryl)benzo[d]thiazol-3-ium iodide